beta-citral CC(=CCC/C(=C\C=O)/C)C